tert-butyl (3S)-3-[[8-carbamoyl-6-(4-[[(2R,6R)-2,6-dimethylmorpholin-4-yl] methyl] phenyl) pyrido[3,2-d]pyrimidin-4-yl]amino]piperidine-1-carboxylate C(N)(=O)C1=CC(=NC2=C1N=CN=C2N[C@@H]2CN(CCC2)C(=O)OC(C)(C)C)C2=CC=C(C=C2)CN2C[C@H](O[C@@H](C2)C)C